cyclopentylsulfonyl-(4-chlorophenyl-sulfonyl)diazomethane C1(CCCC1)S(=O)(=O)C(=[N+]=[N-])S(=O)(=O)C1=CC=C(C=C1)Cl